5-(1-(4-isobutylphenyl)ethyl)-1,3,4-oxadiazole-2-acetic acid ethyl ester C(C)OC(CC=1OC(=NN1)C(C)C1=CC=C(C=C1)CC(C)C)=O